ClC1=CC=C(N=N1)C1=CC=C(C=C1)CN1S(C2(C=3C1=NC(=NC3)C=3C(=NC=NC3OC)C3CC3)CC2)(=O)=O 1'-[[4-(6-chloropyridazin-3-yl)phenyl]methyl]-6'-(4-cyclopropyl-6-methoxy-pyrimidin-5-yl)spiro[cyclopropane-1,3'-isothiazolo[3,4-d]pyrimidine] 2',2'-dioxide